ethyl 4-bromo-3,5-dimethyl-1H-pyrrole-2-carboxylate BrC=1C(=C(NC1C)C(=O)OCC)C